[4-Fluoro-3-(7-morpholin-4-yl-quinazolin-4-yl)-phenyl]thiazol-2-ylmethanol FC1=C(C=C(C=C1)C(O)C=1SC=CN1)C1=NC=NC2=CC(=CC=C12)N1CCOCC1